C(C=C)NC1=NC(=NC(=C1N)Cl)SCCC N4-Allyl-6-chloro-2-(propylthio)pyrimidine-4,5-diamine